FC=1C=C(C=CC1N1CCNCC1)NC=1N=CC2=C(N1)N1C(C(=C2)C2=CC=CC=C2)=NCC1 N-(3-fluoro-4-(piperazin-1-yl)phenyl)-6-phenyl-8,9-dihydroimidazo[1',2':1,6]pyrido[2,3-d]pyrimidin-2-amine